FC1=C(C=C(C(=C1)[N+](=O)[O-])C1=CC=CC=C1)N(C(OC(C)(C)C)=O)CC1=CC=C(C=C1)F tert-butyl 4-fluoro-6-nitrobiphenyl-3-yl(4-fluorobenzyl)carbamate